ClC(=O)OCCOCCOCCOC(=O)Cl triethylene glycol bis(chloroformate)